CC1=NC(=CC(=C1)C=1NC2=CC=C(C=C2C1C(C)C)C1CCN(CC1)C(C(=O)N1CCN(CC1)C)=O)C 1-(4-(2-(2,6-dimethylpyridin-4-yl)-3-isopropyl-1H-indol-5-yl)piperidin-1-yl)-2-(4-methylpiperazin-1-yl)ethane-1,2-dione